(3-((dimethylamino)methyl)-4-hydroxy-4-(3-methoxyphenyl)piperidin-1-yl)(2,4,5-trifluorophenyl)methanone CN(C)CC1CN(CCC1(C1=CC(=CC=C1)OC)O)C(=O)C1=C(C=C(C(=C1)F)F)F